C(C)C=1C=C(C=CC1C1=CC=C2C(=NNC2=C1F)C=1NC=C(N1)\C=C\CNC1CCOCC1)O (E)-3-ethyl-4-(7-fluoro-3-(4-(3-((tetrahydro-2H-pyran-4-yl)amino)prop-1-en-1-yl)-1H-imidazol-2-yl)-1H-indazol-6-yl)phenol